C[P+](C1=CC=CC=C1)(C1=CC=CC=C1)C1=CC=CC=C1 methyl-(triphenyl)phosphonium